ClC1=CC=C(C(=O)C2=C(C(=C3C=C(C=CN23)C(=O)OC(C)C)C(=O)OC)C(=O)OC)C=C1 7-Isopropyl 1,2-dimethyl 3-(4-chlorobenzoyl)indolizine-1,2,7-tricarboxylate